[Pt](Cl)Cl.ClC=1C(=NC=CC1)C1=NC=CC=C1C1=NC=CC=C1 chloro-(terpyridine) platinum (II) chloride